ClC=1C=C(C=CC1)C1C(C(OC1)=O)O (-)-4-(3-Chlorophenyl)-3-hydroxydihydrofuran-2(3H)-one